(2-bromo-pyridin-4-yl)-methanol BrC1=NC=CC(=C1)CO